C(C)OC(CC(CO)CO)OCC 2-(2,2-diethoxyethyl)-1,3-propanediol